fluoro-2-(3-methoxy-2-methyl-phenyl)propionic acid FC(C(=O)O)(C)C1=C(C(=CC=C1)OC)C